CC([C@@H](C(=O)N1[C@@H]([C@H]2C([C@H]2C1)(C)C)C(=O)O)NC(C(F)(F)F)=O)(C)C (1R,2S,5S)-3-[(2S)-3,3-dimethyl-2-(2,2,2-trifluoroacetamido)butanoyl]-6,6-dimethyl-3-azabicyclo[3.1.0]hexane-2-carboxylic acid